[N+](=O)([O-])C1=C(C=CC(=C1)C#N)N1CCOCC1 4-(2-nitro-4-cyanophenyl)morpholine